4-(Benzyloxy)-2-((3R,4R,6R)-4-(3,4-difluoro-2-methoxyphenyl)-6-methyl-6-(trifluoromethyl)tetrahydro-2H-pyran-3-yl)-5-(1,5-dimethyl-1H-1,2,3-triazol-4-yl)-1,6-naphthyridine C(C1=CC=CC=C1)OC1=CC(=NC2=CC=NC(=C12)C=1N=NN(C1C)C)[C@@H]1CO[C@](C[C@H]1C1=C(C(=C(C=C1)F)F)OC)(C(F)(F)F)C